(1R,2S,6R-7R)-8-trimethylsilyloxy-4-azatricyclo[5.2.2.02,6]undec-8-ene-3,5-dione C[Si](OC=1[C@H]2[C@H]3C(NC([C@H]3[C@@H](C1)CC2)=O)=O)(C)C